N-((3,4-dihydro-1H-[1,4]oxazino[4,3-b]indazol-1-yl)methyl)cyclopropanamine hydrogen chloride salt Cl.C1(OCCN2N=C3C=CC=CC3=C21)CNC2CC2